CC1(CC=CC=C1)N(CCC(=O)N1C(OC(C1C(C)C)(C)C)=O)C1(CC=CC=C1)C 3-{3-[bis(1-methylphenyl)amino]propanoyl}-4-isopropyl-5,5-dimethyl-1,3-oxazolidin-2-one